ethyl 3-(2-bromo-5-nitro-4-pyridyl)-2-oxo-propanoate BrC1=NC=C(C(=C1)CC(C(=O)OCC)=O)[N+](=O)[O-]